NC1=C(C=CC(=N1)NC(OC)=O)\N=N\C1=C(C=CC=C1)O methyl (E)-(6-amino-5-((2-hydroxyphenyl)diazenyl)pyridin-2-yl)carbamate